benzoquinone 4-oxime C1(C=CC(C=C1)=NO)=O